(S)-ethyl 8-(2-amino-6-((R)-1-(5-chloro-3'-ethyl-[1,1'-biphenyl]-2-yl)-2,2,2-trifluoroethoxy)pyrimidin-4-yl)-2,8-diazaspiro[4.5]decane-3-carboxylate NC1=NC(=CC(=N1)N1CCC2(C[C@H](NC2)C(=O)OCC)CC1)O[C@@H](C(F)(F)F)C1=C(C=C(C=C1)Cl)C1=CC(=CC=C1)CC